[Si].[Ni].[Cu] Copper-nickel-silicon